NNC1=C(C(=C(C(=C1N)N)N)N)N aminohexaaminobenzene